C1=C(C=CC2=CC=CC=C12)NC1=CC=C(C=C1)NC1=CC2=CC=CC=C2C=C1 N,N'-di(naphthalen-2-yl)-p-phenylenediamine